1,3-diazaspiro[4.4]nonane-2,4-dione N1C(NC(C12CCCC2)=O)=O